CC1(C(C(OC1)=O)=O)C dihydro-4,4-dimethyl-2,3-furandione